(2S,4R)-4-amino-2-methylpyrrolidine-1-carboxylic acid tert-butyl ester C(C)(C)(C)OC(=O)N1[C@H](C[C@H](C1)N)C